(R)-N-(3-(((5-((6,6-Dimethylpiperidin-3-yl)oxy)-3-isopropylpyrazolo[1,5-a]pyrimidin-7-yl)amino)methyl)phenyl)-3-(2-Fluoroacrylamido)benzamide CC1(CC[C@H](CN1)OC1=NC=2N(C(=C1)NCC=1C=C(C=CC1)NC(C1=CC(=CC=C1)NC(C(=C)F)=O)=O)N=CC2C(C)C)C